spiro[4,7-dihydropyrazolo[5,1-c][1,4]oxazine-6,2'-cyclopropane] C1C2(C1)CN1C(CO2)=CC=N1